(2S)-2-allyl-pyrrolidine (S)-tert-butyl-(2-(5,6-dimethyl-6H-pyrido[4,3-b]carbazole-9-carboxamido)propyl)carbamate C(C)(C)(C)N(C(O)=O)C[C@H](C)NC(=O)C1=CC=2C=3C=C4C(=C(C3N(C2C=C1)C)C)C=CN=C4.C(C=C)[C@H]4NCCC4